NC1=NC=NC(=C1C=1C=C(C=CC1)NC(C=C)=O)N[C@H](C)C1=CC=CC=C1 (R)-N-(3-(4-amino-6-((1-phenylethyl)amino)pyrimidin-5-yl)phenyl)acrylamide